Methyl 2-(oxazol-2-ylamino)acetate O1C(=NC=C1)NCC(=O)OC